N,N-dimethyl-2-[[(1R,3S,4R)-4,7,7-trimethyl-3-phenyl-3-bicyclo[2.2.1]heptanyl]oxy]-ethanamine CN(CCO[C@@]1(C[C@H]2CC[C@@]1(C2(C)C)C)C2=CC=CC=C2)C